ClC=1C=CC(=C(C1)C1=C2C(=NC=C1)C=CS2)OCCN2C(=NC1=CC(=C(C(=C1C2=O)C#N)N2CCN(CC2)CC(F)F)C(F)(F)F)C 7-(5-chloro-2-(2-(5-cyano-6-(4-(2,2-difluoroethyl)piperazin-1-yl)-2-methyl-4-oxo-7-(trifluoromethyl)quinazolin-3(4H)-yl)ethoxy)phenyl)thieno[3,2-b]pyridine